O1C(=NC=C1)C1CC(C1)N 3-oxazol-2-ylcyclobutanamine